heptapropylene glycol ditosylate S(=O)(=O)(C1=CC=C(C)C=C1)OC(C)COC(C)COC(C)COC(C)COC(C)COC(C)COC(C)COS(=O)(=O)C1=CC=C(C)C=C1